C(CC)OC1=C(C=CC=C1OCCC)C1=CC(=C(C(=C1)F)N1CCC(CC1)CC(=O)O)F 2-[1-[4-(2,3-dipropoxyphenyl)-2,6-difluoro-phenyl]-4-piperidyl]acetic acid